C12CN(CC2C1)C1=NC(=CC(=C1N)C=1CCN(CC1)CC1CC1)Cl 2-(3-azabicyclo[3.1.0]hexan-3-yl)-6-chloro-1'-(cyclopropylmethyl)-1',2',3',6'-tetrahydro-[4,4'-bipyridin]-3-amine